C1(CC1)S(=O)(=O)C1(CC1)COCC(CC(=O)OC)=O methyl 4-((1-(cyclopropylsulfonyl)cyclopropyl)methoxy)-3-oxobutanoate